(dimethyl-phenyl)silicon CC=1C(=C(C=CC1)[Si])C